(2-fluoro-4-((2-(methylcarbamoyl)pyridin-4-yl)oxy)phenyl)-2-oxoacetic acid FC1=C(C=CC(=C1)OC1=CC(=NC=C1)C(NC)=O)C(C(=O)O)=O